tert-butyl (2S,3S)-3-[(methanesulfonyl)amino]-2-[(2,3',5'-trifluoro[1,1'-biphenyl]-3-yl)methyl]pyrrolidine-1-carboxylate CS(=O)(=O)N[C@@H]1[C@@H](N(CC1)C(=O)OC(C)(C)C)CC=1C(=C(C=CC1)C1=CC(=CC(=C1)F)F)F